BrCC(=O)C1=CC(=CC(=C1)OC)Cl 2-bromo-1-(3-chloro-5-methoxyphenyl)ethan-1-one